8-(3-(4,6-diphenyl-1,3,5-triazin-2-yl)phenyl)benzo[4,5]thieno[2,3-b]indolo[1,2,3-lm]carbazole C1(=CC=CC=C1)C1=NC(=NC(=N1)C1=CC=CC=C1)C=1C=C(C=CC1)C1=CC=2C=3C=C4C(=C5C3N(C2C=C1)C1=CC=CC=C15)SC1=C4C=CC=C1